(R)-2-amino-1-(4-(4-((3-(3-(difluoromethyl)-1-(methoxymethyl)-1H-pyrazol-4-yl)imidazo[1,2-a]pyrazin-8-yl)amino)-2-ethylbenzoyl)piperazin-1-yl)propan-1-one N[C@@H](C(=O)N1CCN(CC1)C(C1=C(C=C(C=C1)NC=1C=2N(C=CN1)C(=CN2)C=2C(=NN(C2)COC)C(F)F)CC)=O)C